ClC1=C2C(=NC(=N1)COC)N(N=C2)C2=C(C=C(C=C2)F)OC 4-chloro-1-(4-fluoro-2-methoxy-phenyl)-6-(methoxymethyl)pyrazolo[3,4-d]pyrimidine